1-[3-chloro-5-[[[4-(4-chloro-2-thienyl)-5-(4-cyclohexyl-1-piperazinyl)-2-thiazolyl]amino]carbonyl]-2-pyridinyl]-4-piperidinecarboxylic acid maleate C(\C=C/C(=O)O)(=O)O.ClC=1C(=NC=C(C1)C(=O)NC=1SC(=C(N1)C=1SC=C(C1)Cl)N1CCN(CC1)C1CCCCC1)N1CCC(CC1)C(=O)O